(S)-methyl 2-((S)-3-cyclopropyl-2-((S)-3-(naphthalen-1-yl)-2-(pyrazine-2-carboxamido)propanamido)propanamido)-3-((R)-5,5-dimethyl-2-oxopyrrolidin-3-yl)propanoate C1(CC1)C[C@@H](C(=O)N[C@H](C(=O)OC)C[C@H]1C(NC(C1)(C)C)=O)NC([C@H](CC1=CC=CC2=CC=CC=C12)NC(=O)C1=NC=CN=C1)=O